NC1=NC(=C(C(=N1)N[C@H](CO)CCC)CC1=C(C=C(CN2CCN(CC2)C(CCC(=CCCC(=CCCC(=CCCC=C(CCC=C(CCC=C(C)C)C)C)C)C)C)=O)C=C1)OC)C 1-(4-{4-[(2-amino-4-{[(2S)-1-hydroxypentan-2-yl]amino}-6-methylpyrimidin-5-yl)methyl]-3-methoxybenzyl}piperazin-1-yl)-4,8,12,17,21,25-hexamethylhexacosa-4,8,12,16,20,24-hexaen-1-one